3-Amino-3-{[1-oxo-1-(propan-2-yloxy)propan-2-yl]carbamoyl}propanoic acid NC(CC(=O)O)C(NC(C(OC(C)C)=O)C)=O